[C@H]12[C@@H](C[C@H](C=C1)C2)CN2N=CC(=C2C)Br 1-((1R,2R,4R)-bicyclo[2.2.1]hept-5-en-2-ylmethyl)-4-bromo-5-methyl-1H-pyrazole